1-((S)-1-(3-chlorophenyl)ethyl)-N5-((1S,3S)-3-hydroxycyclopentyl)-N3-methyl-1H-pyrazole-3,5-dicarboxamide ClC=1C=C(C=CC1)[C@H](C)N1N=C(C=C1C(=O)N[C@@H]1C[C@H](CC1)O)C(=O)NC